N1=NC(=CC2=C1C1=C(CCC2)C=CC=C1)N1N=C(N=C1N)NC1=CC=C(C=C1)C=CCN1CCC(CC1)N1CCCC1 1-(6,7-dihydro-5H-benzo[6,7]cyclohepta[1,2-c]pyridazin-3-yl)-N3-(4-(4-pyrrolidin-1-ylpiperidin-1-ylprop-1-enyl)phenyl)-1H-1,2,4-triazole-3,5-diamine